(7-Chloro-1H-benzo[d]imidazol-2-yl)(2-methyl-6,7-dihydrothiazolo[4,5-c]pyridin-5(4H)-yl)methanone ClC1=CC=CC2=C1NC(=N2)C(=O)N2CC1=C(CC2)SC(=N1)C